CN(C(NC1=CC=C(C=C1)S(=O)(=O)Cl)=O)C 4-(3,3-dimethylureido)benzenesulfonyl chloride